Tert-butylbicyclo[2.2.1]Hept-5-ene-2-carboxylate C(C)(C)(C)OC(=O)C1C2C=CC(C1)C2